(4-aminopiperidin-1-yl)-[2-chloro-4-[[3-[1-(2,2-difluoroethyl)-3-(trifluoromethyl)pyrazol-4-yl]imidazo[1,2-a]pyrazin-8-yl]amino]phenyl]methanone NC1CCN(CC1)C(=O)C1=C(C=C(C=C1)NC=1C=2N(C=CN1)C(=CN2)C=2C(=NN(C2)CC(F)F)C(F)(F)F)Cl